tert-butyl rac-(4R,7S,8S,9S)-13,14-dichloro-9-methyl-17-methylsulfonyl-10-oxa-2,12,16,18,20-pentazapentacyclo[9.7.1.14,7.02,8.015,19]icosa-1(18),11(19),12,14,16-pentaene-20-carboxylate ClC1=NC=2O[C@H]([C@@H]3[C@@H]4CC[C@H](CN3C3=NC(=NC(=C1Cl)C32)S(=O)(=O)C)N4C(=O)OC(C)(C)C)C |r|